CC1=C(C=CC(=C1)C)N(N=CC1=CC(=CC=C1)OC)C(C(F)(F)F)=O 2,2,2-TRIFLUOROACETIC ACID 1-(2,4-DIMETHYLPHENYL)-2-[(3-METHOXYPHENYL)METHYLENE] HYDRAZIDE